FC=1C=C(C=C(C1)F)C(CCCSCCCC(C1=CC(=CC(=C1)F)F)Br)Br 3,5-difluorophenyl-4-bromobutyl sulfide